5-((3-(2,3-dichlorophenyl)-3,6-diazabicyclo[3.1.1]heptan-6-yl)methyl)-2-(2,4-dioxotetrahydropyrimidin-1(2H)-yl)isoindoline-1,3-dione ClC1=C(C=CC=C1Cl)N1CC2N(C(C1)C2)CC=2C=C1C(N(C(C1=CC2)=O)N2C(NC(CC2)=O)=O)=O